(S)-N-(3-(2-(cis-3-hydroxy-2-methylazetidin-1-yl)-6-morpholinylpyridin-4-yl)-4-methylphenyl)-3-(2,2,2-trifluoroethyl)pyrrolidine-1-carboxamide O[C@@H]1[C@@H](N(C1)C1=NC(=CC(=C1)C=1C=C(C=CC1C)NC(=O)N1C[C@@H](CC1)CC(F)(F)F)N1CCOCC1)C